O1C(OCC1)C=1C=CC(=NC1)C1=C2CCN(C2=CC=C1)C=1C=C(C=2N(N1)C(=CN2)C(=O)O)N(C)CC2=CC=C(C=C2)OC 6-{4-[5-(1,3-dioxolan-2-yl)pyridin-2-yl]-2,3-dihydroindol-1-yl}-8-{[(4-methoxyphenyl)methyl](methyl)amino}imidazo[1,2-b]pyridazine-3-carboxylic acid